Pentyl 9-((5-(heptadecan-9-yloxy)-5-oxopentyl)((2S)-2-hydroxypropyl)amino)nonanoate CCCCCCCCC(CCCCCCCC)OC(CCCCN(CCCCCCCCC(=O)OCCCCC)C[C@H](C)O)=O